6-methyl-N-(3-phenylpropyl)-2-(4H-1,2,4-triazol-3-yl)thieno[2,3-d]pyrimidin-4-amine CC1=CC2=C(N=C(N=C2NCCCC2=CC=CC=C2)C2=NN=CN2)S1